BrC=1C(=C(C=C(C1)F)C(CC(=S)SC)=O)OC methyl 3-(3-bromo-5-fluoro-2-methoxyphenyl)-3-oxopropanedithioate